FC=1C=C(CNCCCCOCCNC2=NC3=C(C4=CN=CC=C24)C=CC(=C3)C(=O)O)C=C(C1)CO 5-((2-(4-((3-Fluoro-5-(hydroxymethyl)benzyl)amino)butoxy)ethyl)amino)benzo[c][2,6]naphthyridine-8-carboxylic acid